C(C#CC)OC=1N=CC(=NC1)/C(=C/C=1C=CC(=C(C1)C1(N=C(OCC1OCC(F)(F)F)N)C)F)/F 4-(5-((Z)-2-(5-(but-2-yn-1-yloxy)pyrazin-2-yl)-2-fluorovinyl)-2-fluorophenyl)-4-methyl-5-(2,2,2-trifluoroethoxy)-5,6-dihydro-4H-1,3-oxazin-2-amine